C(C1=CC=CC=C1)OC=1C=CC(=C2C=CC=NC12)[C@H](CNC1CCN(CC1)S(=O)(=O)C)O (R)-8-(benzyloxy)-5-(1-hydroxy-2-((1-(methylsulfonyl)piperidin-4-yl)amino)ethyl)quinoline